BrC=1C=CC(=C(C1)CC(=O)O)C 2-(5-bromo-2-methylphenyl)acetic acid